S1C2=C(C=C1NC(C1=C(C=CC(=C1)C(F)(F)F)NS(=O)(=O)C1=CC=C(C=C1)C)=O)C=CC=C2 N-(Benzo[b]thiophen-2-yl)-2-((4-methylphenyl)sulfonamido)-5-(trifluoromethyl)benzamid